C1(=CC=CC=C1)C=1N=NC(=NN1)C1=CC=CC=C1 3,6-diphenyl-1,2,4,5-tetrazine